(1R,5S)-(+)-1-(3,4-dichlorophenyl)-3-azabicyclo[3.1.0]hexane ClC=1C=C(C=CC1Cl)[C@@]12CNC[C@H]2C1